NC1=CC=C(C=C1)C=1N=NN(C1)C1=CC=C(C=C1)O 4-(4-(4-aminophenyl)-1H-1,2,3-triazol-1-yl)phenol